NCCN[C@@H]1C[C@](NC1)(C(=O)O)CCCCB(O)O (2s,4r)-4-(2-aminoethylamino)-2-(4-dihydroxyboryl-butyl)pyrrolidine-2-carboxylic acid